[Au](Cl)(Cl)Cl.C(C)(C)(C)C1=C(OP(OC2=C(C=C(C=C2)C(C)(C)C)C(C)(C)C)OC2=C(C=C(C=C2)C(C)(C)C)C(C)(C)C)C=CC(=C1)C(C)(C)C tris(2,4-di-tert-butylphenoxy)phosphine gold chloride